ClC1=NOC(=C1)C(=O)O 3-CHLOROISOXAZOLE-5-CARBOXYLIC ACID